diphenyl-Benzofuran C1(=CC=CC=C1)C1=C(OC2=C1C=CC=C2)C2=CC=CC=C2